(S)-3-((S)-sec-butyl)-4-(1-methyl-1H-1,2,3-triazole-5-carbonyl)-1,3,4,5-tetrahydro-2H-benzo[e][1,4]diazepin-2-one [C@H](C)(CC)[C@@H]1N(CC2=C(NC1=O)C=CC=C2)C(=O)C2=CN=NN2C